2-aminoheptan-4-ene-1,7-dioate NC(C(=O)[O-])CC=CCC(=O)[O-]